OC1=C(C=C(C=C1C)C(C(=O)O)(CCC)C1=CC(=C(C(=C1)C)O)C)C 2,2-bis(4-hydroxy-3,5-dimethylphenyl)pentanoic acid